C(C)(C)(C)OC(=O)N1CCC(CC1)C=1NC(NC1)S(=O)(=O)O 4-(2-sulfo-2,3-dihydro-1H-imidazol-4-yl)piperidine-1-carboxylic acid tert-butyl ester